2-amino-3-cyano-6-nitro-4H-chromen NC=1OC2=CC=C(C=C2CC1C#N)[N+](=O)[O-]